(3S,4S)-2-(2-(3-acetyl-5-(2-methylpyrimidin-5-yl)-1H-indazol-1-yl)acetyl)-N-(6-bromopyridin-2-yl)-2-azabicyclo[2.2.1]heptane-3-carboxamide C(C)(=O)C1=NN(C2=CC=C(C=C12)C=1C=NC(=NC1)C)CC(=O)N1C2CC[C@H]([C@H]1C(=O)NC1=NC(=CC=C1)Br)C2